(R)-2-(3-hydroxypyrrolidin-1-yl)-1-(4-(3-isopropyl-2-(1H-pyrazolo[3,4-b]pyridin-4-yl)-1H-indol-5-yl)piperidin-1-yl)ethan-1-one O[C@H]1CN(CC1)CC(=O)N1CCC(CC1)C=1C=C2C(=C(NC2=CC1)C1=C2C(=NC=C1)NN=C2)C(C)C